Tert-butyl 6-(((7-(5-(difluoromethyl)-1,3,4-oxadiazol-2-yl)imidazo[1,2-a]pyridin-2-yl)methyl) (phenyl)carbamoyl)-2,6-diazaspiro[3.3]heptan-2-carboxylate FC(C1=NN=C(O1)C1=CC=2N(C=C1)C=C(N2)CN(C(=O)N2CC1(CN(C1)C(=O)OC(C)(C)C)C2)C2=CC=CC=C2)F